lysine, magnesium salt [Mg+2].N[C@@H](CCCCN)C(=O)[O-].N[C@@H](CCCCN)C(=O)[O-]